C12CCC(C1)CC2 bicyclo[2.1.2]heptane